C(C1=CC=CC=C1)OC(=O)NCCCCCOC1=C(C=C2CC3(CN(C3)C(=O)OC(C)(C)C)C2)C=CC=C1 tert-Butyl 6-(2-((5-(((benzyloxy)carbonyl)amino)pentyl)oxy)benzylidene)-2-azaspiro[3.3]heptane-2-carboxylate